Bis(3-pentyloctyl) 9-((2-oxaspiro[3.3]heptan-6-yl)amino)heptadecanedioate Sodium triacetoxyborohydride C(C)(=O)O[BH-](OC(C)=O)OC(C)=O.[Na+].C1OCC12CC(C2)NC(CCCCCCCC(=O)OCCC(CCCCC)CCCCC)CCCCCCCC(=O)OCCC(CCCCC)CCCCC